N-(3-amino-5-(tert-butyl)phenyl)-1-(5-chloro-2-methoxyphenyl)-5-methyl-1H-1,2,3-triazole-4-carboxamide NC=1C=C(C=C(C1)C(C)(C)C)NC(=O)C=1N=NN(C1C)C1=C(C=CC(=C1)Cl)OC